(R)-6-(4-(3-(3-(Trifluoromethyl)phenoxy)pyrrolidin-1-yl)tetrahydro-2H-pyran-4-carboxamido)spiro[3.3]heptane-2-carboxylic acid FC(C=1C=C(O[C@H]2CN(CC2)C2(CCOCC2)C(=O)NC2CC3(CC(C3)C(=O)O)C2)C=CC1)(F)F